C[C@H]1O[C@H](CN(C1)C1=CC=CC(=N1)C1=NC2=CC(=NC=C2C=C1)CNC(C=CC=1N(C=CC1)S(=O)(=O)C)=O)C N-((2-(6-((2R,6S)-2,6-dimethylmorpholino)pyridin-2-yl)-1,6-naphthyridin-7-yl)methyl)-3-(1-(methylsulfonyl)-1H-pyrrol-2-yl)acrylamide